4-(4-methylpiperazin-1-yl)-N-[(1R,3S)-3-{[2-(trifluoromethyl)quinolin-4-yl]amino}cyclohexyl]benzamide CN1CCN(CC1)C1=CC=C(C(=O)N[C@H]2C[C@H](CCC2)NC2=CC(=NC3=CC=CC=C23)C(F)(F)F)C=C1